FC(CC(=O)N1CC2(CC2)C[C@H]1C(=O)N[C@@H](C[C@H]1C(NCC1)=O)C(COC(F)(F)F)=O)(C(C)C)F (S)-5-(3,3-difluoro-4-methylpentanoyl)-N-((S)-3-oxo-1-((S)-2-oxopyrrolidin-3-yl)-4-(trifluoromethoxy)butan-2-yl)-5-azaspiro[2.4]heptane-6-carboxamide